C(C1=CC=CC=C1)OC(=O)N[C@@H]1[C@H](N(CC1)C(=O)OC(C)(C)C)C(=O)OC 1-(tert-butyl) 2-methyl (2S,3S)-3-(((benzyloxy)carbonyl)amino)pyrrolidine-1,2-dicarboxylate